N-(1-(4-aminobenzyl)-1H-pyrazol-4-yl)-5-chloro-4-(trifluoromethyl)pyrimidin-2-amine NC1=CC=C(CN2N=CC(=C2)NC2=NC=C(C(=N2)C(F)(F)F)Cl)C=C1